BrC1=NC(=CC2=C1OCC(O2)C2=CC=CC=C2)I 5-bromo-7-iodo-2-phenyl-2,3-dihydro-[1,4]dioxino[2,3-c]pyridine